FC1=C(CC=2NC(=NN2)C(=O)OCC)C=CC=C1C(F)(F)F ethyl 5-(2-fluoro-3-(trifluoromethyl) benzyl)-4H-1,2,4-triazole-3-carboxylate